2-(3-indolyl)ethyldimethylamine N1C=C(C2=CC=CC=C12)CCN(C)C